BrC=1C=C(C(=O)NCCCNC(C)(C)C)C=CC1 3-bromo-N-[3-[(1,1-dimethylethyl)amino]propyl]-benzamide